trichloro(methyl)disilane Cl[Si]([SiH2]C)(Cl)Cl